FC=1C=C(C=CC1OCCCCCC)B(O)O (3-fluoro-4-(hexyloxy)phenyl)boronic acid